[phenyl(biphenyl-yl)triazinyl][(dimethylfluorenyl)dibenzofuranyl]benzene C1(=CC=CC=C1)C1=C(C(=NN=N1)C1=C(C=CC=C1)C1=C(C=CC=2OC3=C(C21)C=CC=C3)C3=C(C(=CC=2C1=CC=CC=C1CC32)C)C)C3=C(C=CC=C3)C3=CC=CC=C3